(S)-4-(1,2-dihydroxyethyl)-6-(4-((7-fluoro-1-methyl-1H-indazol-4-yl)oxy)phenyl)pyridinecarboxamide O[C@H](CO)C1=CC(=NC(=C1)C1=CC=C(C=C1)OC1=C2C=NN(C2=C(C=C1)F)C)C(=O)N